tert-butyl 3-methyl-6-Thiazolo[5,4-b]pyridin-6-Yl-3,4-dihydro-2H-pyridine-1-carboxylate CC1CN(C(=CC1)C=1C=C2C(=NC1)SC=N2)C(=O)OC(C)(C)C